C(C)(C)(C)C=1C=CC(=C(C1)C1=C(N2N(C=3C=CC=CC3C23C(=NN(C3=O)C3=CC=CC=C3)C)C1=O)C)O 2'-(5-(tert-Butyl)-2-hydroxyphenyl)-1',3-dimethyl-1-phenyl-3'H-spiro[pyrazole-4,9'-pyrazolo[1,2-a]indazole]-3',5(1H)-dione